[Si](C1=CC=CC=C1)(C1=CC=CC=C1)(C(C)(C)C)OC[C@H]1N(C[C@H](C1)OCCCO)C(=O)OC(C)(C)C tert-butyl (2S,4S)-2-([(tert-butyldiphenylsilyl)oxy]methyl)-4-(3-hydroxypropoxy)pyrrolidine-1-carboxylate